FC(C1=NN=C(S1)NC(=O)C1=NN2C(C(N(CC2)CC2=C(C=CC=C2)Cl)=O)=C1CO)F 5-(2-chlorobenzyl)-3-hydroxymethyl-4-oxo-4,5,6,7-tetrahydropyrazolo[1,5-a]pyrazine-2-carboxylic acid (5-difluoromethyl[1,3,4]thiadiazol-2-yl)amide